(3S)-3-(5-{[(3S,4S)-1-{[7-(4-acetylpiperazin-1-yl)-1-fluoroisoquinolin-3-yl]methyl}-4-(methoxymethyl)pyrrolidin-3-yl]oxy}-1-oxo-2,3-dihydro-1H-isoindol-2-yl)piperidine-2,6-dione C(C)(=O)N1CCN(CC1)C1=CC=C2C=C(N=C(C2=C1)F)CN1C[C@H]([C@@H](C1)COC)OC=1C=C2CN(C(C2=CC1)=O)[C@@H]1C(NC(CC1)=O)=O